N-(5-(((5-(tert-Butyl)oxazol-2-yl)methyl)thio)thiazol-2-yl)-[1,4'-bipiperidine]-4-carboxamide C(C)(C)(C)C1=CN=C(O1)CSC1=CN=C(S1)NC(=O)C1CCN(CC1)C1CCNCC1